3-((3R,5S)-3-((5-(5-acetyl-1,3,4-thiadiazol-2-yl)-1H-pyrrolo[2,3-b]pyridin-4-yl)amino)-5-methylpiperidin-1-yl)-3-oxopropanenitrile C(C)(=O)C1=NN=C(S1)C=1C(=C2C(=NC1)NC=C2)N[C@H]2CN(C[C@H](C2)C)C(CC#N)=O